1-[4-(3-chlorophenyl)piperazin-1-yl]prop-2-en-1-one ClC=1C=C(C=CC1)N1CCN(CC1)C(C=C)=O